ethyl 5-methoxy-1-(5-(methylsulfonyl)pyridin-2-yl)-1H-pyrazole-4-carboxylate COC1=C(C=NN1C1=NC=C(C=C1)S(=O)(=O)C)C(=O)OCC